2-bromo-4-hydroxy-5-[(oxolan-3-yl)amino]benzoic acid methyl ester COC(C1=C(C=C(C(=C1)NC1COCC1)O)Br)=O